C(C)C1=C(N=C(S1)C=1C(OC2=CC(=CC=C2C1)O)=O)C1=CC=CC=C1 3-(5-Ethyl-4-phenyl-thiazol-2-yl)-7-hydroxy-chromen-2-one